CN([C@H]([C@@H](C)OC1=C2C(=NC=NC2=CC(=C1)C=1C=NN(C1)C)NC=1C(=C2C=CC=NC2=CC1)F)C)C 5-(((2R,3S)-3-(dimethylamino)butan-2-yl)oxy)-N-(5-fluoroquinolin-6-yl)-7-(1-methyl-1H-pyrazol-4-yl)quinazolin-4-amine